C(#N)C1=CC=C(OC2=NC(=NC=C2)N2CCC(CC2)(C(=O)NC2(CN3CCC2CC3)C)F)C=C1 1-(4-(4-cyanophenoxy)pyrimidin-2-yl)-4-fluoro-N-(3-methylquinuclidin-3-yl)piperidine-4-carboxamide